S1C=C(C=C1)C1=NC=CC=N1 (thiophen-3-yl)pyrimidin